OC[C@@H]1N[C@H](C2=CC=CC(=C2C1)C=CC(C)(O)C)C 4-((1S,3R)-3-(hydroxymethyl)-1-methyl-1,2,3,4-tetrahydroisoquinolin-5-yl)-2-methylbut-3-en-2-ol